2,4-dimethyl-decane CC(C)CC(CCCCCC)C